COC(C[C@H]1CN(CC1)C=1C(=NC(=CC1)C=1N=NN(C1COC1=NC=CC(=N1)C1CCC1)C)CC)=O 2-[(3S)-1-[6-(5-{[(4-Cyclobutylpyrimidin-2-yl)oxy]methyl}-1-methyl-1H-1,2,3-triazol-4-yl)-2-ethylpyridin-3-yl]pyrrolidin-3-yl]acetic acid methyl ester